(4-aminomethyl-3-fluoro-phenyl)-amide NCC1=C(C=C(C=C1)[NH-])F